C1(=CC=CC=C1)C(C=C)(O)C1=CC=C(C=C1)Cl 1-phenyl-1-(4-chlorophenyl)-2-propen-1-ol